C(\C=C\C(=O)[O-])(=O)OCCCCCCCC 1-octyl fumarate